C(C)(C)(C)OC([C@@H](CC1=CC2=C(S1)C=C(C=C2)C=O)[C@@H]2CN(CC2)C(=O)OC(C)(C)C)=O tert-butyl (R)-3-((S)-1-(tert-butoxy)-3-(6-formylbenzo[b]thiophen-2-yl)-1-oxopropan-2-yl)pyrrolidine-1-carboxylate